NC=1NC(C2=C(N1)NC(=C2C2=CC=CC=1OC(OC12)(F)F)C1=CC=C(C=C1)S(=O)(=O)N(C)C)=O 4-(2-amino-5-(2,2-difluorobenzo[d][1,3]dioxol-4-yl)-4-oxo-4,7-dihydro-3H-pyrrolo[2,3-d]pyrimidin-6-yl)-N,N-dimethylbenzenesulfonamide